1-Pentadecen C=CCCCCCCCCCCCCC